FC(C1=CC=C(CNC2=C3N=CN(C3=NC=N2)[C@H]2[C@@H](O)[C@H](O)[C@H](O2)CO)C=C1)(F)F 6-(4-(Trifluoromethyl)benzylamino)-9-β-D-arabinofuranosylpurin